methyl (E)-4-((2-(2-(difluoromethyl)benzoyl)hydrazineylidene)methyl)-3-fluorobenzoate FC(C1=C(C(=O)N\N=C\C2=C(C=C(C(=O)OC)C=C2)F)C=CC=C1)F